4-(6-(5-isopropoxy-1-trityl-1H-indazol-3-yl)-3-methylpyridazin-4-yl)morpholine C(C)(C)OC=1C=C2C(=NN(C2=CC1)C(C1=CC=CC=C1)(C1=CC=CC=C1)C1=CC=CC=C1)C1=CC(=C(N=N1)C)N1CCOCC1